[Sn].[In] indium-tin